C(CCCCCCC)(=O)OCC(O)CO Glyceryl mono-caprylate